FC1=CC=C(C=C1)C(CC1=NC(=NO1)C)C1CCN(CC1)C(=O)N1C[C@@H]2[C@@H](OCC(N2)=O)CC1 (4aR,8aS)-6-(4-(1-(4-Fluorophenyl)-2-(3-methyl-1,2,4-oxadiazol-5-yl)ethyl)piperidine-1-carbonyl)hexahydro-2H-pyrido[4,3-b][1,4]oxazin-3(4H)-one